CC=1C=C(CNC2=CN=C3N(C2=O)[C@@H](CC3)C(=O)OC(C)(C)C)C=CC1 tert-butyl (S)-3-((3-methylbenzyl)amino)-4-oxo-4,6,7,8-tetrahydropyrrolo[1,2-a]pyrimidine-6-carboxylate